1-[(1R,5S,6S)-3-[(tert-butoxy)carbonyl]-6-(1H-1,2,3,4-tetrazol-5-yl)-3-azabicyclo[3.1.0]hexan-6-yl]-5-(oxan-4-yl)-1H-indole-2-carboxylic acid C(C)(C)(C)OC(=O)N1C[C@@H]2C([C@@H]2C1)(C1=NN=NN1)N1C(=CC2=CC(=CC=C12)C1CCOCC1)C(=O)O